ClC1=CC(=CC=2CN(CCOC21)CC2=CC(=NC(=C2)OC)OC)N2C=CC1=CC(=CC=C21)F 9-chloro-4-[(2,6-dimethoxypyridin-4-yl)methyl]-7-(5-fluoroindol-1-yl)-3,5-dihydro-2H-1,4-benzoxazepine